4-((4-chlorophenyl)(cyano)methylene)-N,N-diethylpiperidine-1-carboxamide ClC1=CC=C(C=C1)C(=C1CCN(CC1)C(=O)N(CC)CC)C#N